C1(CCC1)C1=NOC(=C1)NC([C@@H]([C@@H]1CC(CC1)(F)F)C1=CC(=CC(=C1)C#N)C#N)=O (S)-N-(3-cyclobutylisoxazol-5-yl)-2-(3,5-dicyanophenyl)-2-((S)-3,3-difluorocyclopentyl)acetamide